[O-]CCC.[Ce+3].[O-]CCC.[O-]CCC cerium n-propoxide